1,9-nonanediol dibehenate C(CCCCCCCCCCCCCCCCCCCCC)(=O)OCCCCCCCCCOC(CCCCCCCCCCCCCCCCCCCCC)=O